tert-butyl (3-(4-(4,4,5,5-tetramethyl-1,3,2-dioxaborolan-2-yl)phenyl)oxetan-3-yl)carbamate CC1(OB(OC1(C)C)C1=CC=C(C=C1)C1(COC1)NC(OC(C)(C)C)=O)C